5-Butoxy-N-((3R,4S)-3-methyl-1-(methylsulfonyl)piperidin-4-yl)-6-(1H-pyrazol-4-yl)-[1,2,4]triazolo[1,5-a]pyrazin-2-amine C(CCC)OC1=C(N=CC=2N1N=C(N2)N[C@@H]2[C@@H](CN(CC2)S(=O)(=O)C)C)C=2C=NNC2